NC([C@H](N)C(=O)O)C1=CC=CC=C1 L-3-amino-3-phenylalanine